C1C=2C=[N+]3N(C2CCC1)CCCC3 1,2,3,4,6,7,8,9-octahydropyridazino[1,2-a]indazol-10-ium